CC=1N=C(NC1C)CSC1=NC2=NC=CN=C2C(N1CCC1=CC=CC=C1)=O 2-(((4,5-Dimethyl-1H-imidazol-2-yl)methyl)thio)-3-phenethylpteridin-4(3H)-one